4,4'-bis(2-benzimidazolyl)-1,1'-biphenyl N1=C(NC2=C1C=CC=C2)C2=CC=C(C=C2)C2=CC=C(C=C2)C=2NC1=C(N2)C=CC=C1